O[C@H]1[C@H](O)[C@@H](O)[C@H](O)[C@H](O1)C 6-deoxy-beta-D-glucopyranose